ClC=1C=C(NC2(CCC3([C@H](CC4=CC=CC=C34)C[C@H](COC3=C4C(=NC=C3)CC(C4)(C)C)C)CC2)C(=O)O)C=CC1 (1r,2'S,4S)-4-(3-chloroanilino)-2'-{(2R)-3-[(6,6-dimethyl-6,7-dihydro-5H-cyclopenta[b]pyridin-4-yl)oxy]-2-methylpropyl}-2',3'-dihydrospiro[cyclohexane-1,1'-indene]-4-carboxylic acid